(1S,3S,4S)-2-((S)-2-chloro-9-hydroxy-9H-fluorene-9-carbonyl)-N-((S)-1-cyano-2-((R)-2-oxopiperidin-3-yl)ethyl)-5,5-difluoro-2-azabicyclo[2.2.2]octane-3-carboxamide ClC1=CC=2[C@@](C3=CC=CC=C3C2C=C1)(C(=O)N1[C@@H]2CC([C@H]([C@H]1C(=O)N[C@@H](C[C@@H]1C(NCCC1)=O)C#N)CC2)(F)F)O